ClC1=CC=C(C(=N1)F)N 6-chloro-2-fluoropyridine-3-amine